tert-butyl (2-methyl-7-(2,2,2-trifluoro-1-methoxyethyl) thiazolo[5,4-b]pyridin-6-yl)carbamate CC=1SC2=NC=C(C(=C2N1)C(C(F)(F)F)OC)NC(OC(C)(C)C)=O